4-(1,2,3,6-tetrahydropyridin-5-yl)isothiazole N1CCC=C(C1)C=1C=NSC1